tetradecdien-1-ol C(=CC=CCCCCCCCCCC)O